N1=C(C=CC=C1)SCC1=NC(=NO1)C1=CC=C(C=C1)OC(F)(F)F 5-((pyridin-2-ylsulfanyl)methyl)-3-(4-(trifluoromethoxy)phenyl)-1,2,4-oxadiazole